C(C)(C)(C)OC(=O)N1CCC(CC1)[C@H](C1=CC=C(C=C1)Cl)N (R)-4-(amino(4-chlorophenyl)methyl)piperidine-1-carboxylic acid tert-butyl ester